FC1=CC=C(C=C1)N1N=C(C2=CC=CC=C2C1=O)C=1C=C(C=CC1)S(=O)(=O)N(C)C 3-(3-(4-fluorophenyl)-4-oxo-3,4-dihydro-phthalazin-1-yl)-N,N-dimethyl-benzenesulphonamide